C(C)(C)C1N2C(C=3C4=C(C(=CC3C1)C1=CC=NC=C1)OCC4)=CC(C(=C2)C(=O)O)=O 7-Isopropyl-11-oxo-4-(pyridine-4-yl)-2,6,7,11-tetrahydro-1H-furo[2,3-h]pyrido[2,1-a]isoquinoline-10-carboxylic Acid